S1C=C(C=C1)S(=O)(=O)O 3-Thiophenesulfonic Acid